C1(CC1)C=1C2=C(C(N(C1)C1=CC(=CC=C1)C1(CC3(CC3)C1)C1=NN=CN1CC(F)F)=O)NC(=C2)CN2C[C@H](CCC2)C 4-Cyclopropyl-6-[3-[5-[4-(2,2-difluoroethyl)-1,2,4-triazol-3-yl]spiro[2.3]hexan-5-yl]phenyl]-2-[[(3S)-3-methylpiperidin-1-yl]methyl]-1H-pyrrolo[2,3-c]pyridin-7-one